COCC1=NC2=CC(=CC(=C2N=C1)C=1SC2=C(N1)CCCC2)C 2-(2-(methoxymethyl)-7-methylquinoxalin-5-yl)-4,5,6,7-tetrahydrobenzo[d]thiazole